BrC1=C(N=C(C=2N1N=CC2)N2CCC1(CC2)[C@@H](C=2C(=NC(=CC2)CO[Si](C(C)C)(C(C)C)C(C)C)C1)N[S@](=O)C(C)(C)C)C (R)-N-[(5S)-1'-(7-bromo-6-methyl-pyrazolo[1,5-a]pyrazin-4-yl)-2-(triisopropylsiloxymethyl)spiro[5,7-dihydrocyclopenta[b]pyridin-6,4'-piperidin]-5-yl]-2-methyl-propane-2-sulfinamide